5,6-dimethyl-N-[(1S,2S,3S,5R)-2,6,6-trimethylnorpinan-3-yl]-1H-pyrrolo[2,3-b]pyridine-2-carboxamide CC=1C=C2C(=NC1C)NC(=C2)C(=O)N[C@@H]2[C@H]([C@H]1C([C@@H](C2)C1)(C)C)C